(2R,6R)-4-({2-fluoro-6-[(4-methylpyridin-3-yl)oxy]phenyl}methyl)-6-methyl-1-(2-methylpropanoyl)-N-{[4-(pyrimidin-2-yl)phenyl]methyl}piperazine-2-carboxamide FC1=C(C(=CC=C1)OC=1C=NC=CC1C)CN1C[C@@H](N([C@@H](C1)C)C(C(C)C)=O)C(=O)NCC1=CC=C(C=C1)C1=NC=CC=N1